(S)-2-(4-(6-((2-chloro-4,5-difluorobenzyl)oxy)pyridin-2-yl)-2,5-difluorobenzyl)-1-(4,4-dimethyltetrahydrofuran-3-yl)-1H-benzo[d]imidazole-6-carboxylic acid ClC1=C(COC2=CC=CC(=N2)C2=CC(=C(CC3=NC4=C(N3[C@@H]3COCC3(C)C)C=C(C=C4)C(=O)O)C=C2F)F)C=C(C(=C1)F)F